2-amino-4-chloro-5,6-dimethylpyrimidine NC1=NC(=C(C(=N1)Cl)C)C